3-{[2-(4-Chlorophenyl)imidazo[1,2-a]pyridin-3-yl]methyl}-N-cyclohexyl-3,8-diazabicyclo[3.2.1]octan-8-carboxamid ClC1=CC=C(C=C1)C=1N=C2N(C=CC=C2)C1CN1CC2CCC(C1)N2C(=O)NC2CCCCC2